COC1=CC=NC=C1C(=O)NC1=C(C(=C(C(=C1)F)OC1=CC=NC2=CC(=C(C=C12)O[C@H](CO)C)OC)F)F (S)-4-methoxy-N-(2,3,5-trifluoro-4-((6-((1-hydroxypropan-2-yl)oxy)-7-methoxyquinolin-4-yl)oxy)phenyl)nicotinamide